C1(=CC(=CC=C1)C1=NC(=NC(=C1)C1=CC=C(C=C1)Br)C1=CC=C(C=C1)C)C1=CC=CC=C1 4-Biphenyl-3-yl-6-(4-bromophenyl)-2-p-tolyl-pyrimidine